2-(2-methylbutyl)piperazine CC(CC1NCCNC1)CC